COC=1C=C(C=NC1OC)CCN(C(=O)C1=NC(=CC=C1)C)C(CCC1=CC=C(C=C1)OC)C N-[2-(5,6-dimethoxy-3-pyridinyl)ethyl]-N-[3-(4-methoxyphenyl)-1-methylpropyl]-6-methyl-2-pyridinecarboxamide